1-(5-(5-fluoro-2-methoxynicotinyl)-4,5,6,7-tetrahydrothiazolo[5,4]pyridin-2-yl)-3-(6-(4-isopropyl-4H-1,2,4-triazol-3-yl)pyridin-2-yl)urea FC=1C=NC(=C(CC2NC3=C(CC2)SC(=N3)NC(=O)NC3=NC(=CC=C3)C3=NN=CN3C(C)C)C1)OC